Tert-butyl (3S,4R)-3-fluoro-4-methylsulfonyloxy-piperidine-1-carboxylate F[C@H]1CN(CC[C@H]1OS(=O)(=O)C)C(=O)OC(C)(C)C